(Z)-8-(6-chloropyridazin-4-yl)-2-(furan-2-ylmethylene)-6-phenylimidazo[1,2-a]pyrazin-3(2H)-one ClC1=CC(=CN=N1)C=1C=2N(C=C(N1)C1=CC=CC=C1)C(/C(/N2)=C/C=2OC=CC2)=O